8-phenylbenzofuro[3,2-d]Pyrimidine C1(=CC=CC=C1)C=1C=CC2=C(C1)C=1N=CN=CC1O2